FC(OC1=CC=C(C=C1)C1=CN=C2N1C=CN=C2NC2=CC(=C(C=C2)C(=O)N2CCC(CC2)OC2=NC=CC=N2)C)F (4-((3-(4-(difluoromethoxy)phenyl)imidazo[1,2-a]pyrazin-8-yl)amino)-2-methylphenyl)(4-(pyrimidin-2-yloxy)piperidin-1-yl)methanone